BrC=1C=C(C2=C(N=C(O2)[C@H]2N(CCC3=C2N=CN3)C(=O)C3=C(N=CO3)C(F)F)C1)F (S)-(4-(5-bromo-7-fluorobenzo[d]oxazol-2-yl)-6,7-dihydro-1H-imidazo[4,5-c]pyridin-5(4H)-yl)(4-(difluoromethyl)oxazol-5-yl)methanone